ClC1=C(OC=2C(N(C=CC2C=2C3=C(C(N(C2)C)=O)NC=C3)C)=O)C(=CC=C1)Cl 4-(3-(2,6-dichlorophenoxy)-1-methyl-2-oxo-1,2-dihydropyridin-4-yl)-6-methyl-1,6-dihydro-7H-pyrrolo[2,3-c]pyridin-7-one